C1(=CC=CC=C1)CS(=O)(=O)OC1=C(O[C@@](C1=O)([2H])C1=CC(=CC=C1)OC)N (S)-2-amino-5-(3-methoxyphenyl)-4-oxo-4,5-dihydrofuran-3-yl-5-d phenylmethanesulfonate